(4S)-4-benzyl-3-[(2R)-2-methylpent-4-enoyl]-1,3-oxazolidin-2-one C(C1=CC=CC=C1)[C@@H]1N(C(OC1)=O)C([C@@H](CC=C)C)=O